5-((N-methyl-3-(4-(trifluoromethoxy)phenyl)propanamido)methyl)pyrazolo[1,5-a]pyridine-3-carboxamide CN(C(CCC1=CC=C(C=C1)OC(F)(F)F)=O)CC1=CC=2N(C=C1)N=CC2C(=O)N